FC(C=1C(=C(C=CC1)[C@@H](C)NC=1C2=C(N=C(N1)C)N(C(C(=C2)CN2CCOCC2)=O)C)F)F 4-{[(1R)-1-[3-(difluoromethyl)-2-fluorophenyl]ethyl]amino}-2,8-dimethyl-6-[(morpholin-4-yl)methyl]-7H,8H-pyrido[2,3-d]pyrimidin-7-one